2-(2-cyclopropyl-3-fluorophenyl)-9-([4-[5-methyl-3-(trifluoromethyl)pyrazol-1-yl]phenyl]methyl)-7H-purin-8-one C1(CC1)C1=C(C=CC=C1F)C1=NC=C2NC(N(C2=N1)CC1=CC=C(C=C1)N1N=C(C=C1C)C(F)(F)F)=O